1,1,1,3,3,3-Hexafluoropropan-2-yl 1-(1-(2-methoxypyrimidin-4-yl)cyclopropane-1-carbonyl)-1,8-diazaspiro[4.5]decane-8-carboxylate COC1=NC=CC(=N1)C1(CC1)C(=O)N1CCCC12CCN(CC2)C(=O)OC(C(F)(F)F)C(F)(F)F